Cl.Cl.N[C@@H]1CN(C[C@@H](C1)C)C1=C(C=NC=C1)NC(=O)C=1C(=C(C(=CC1)F)C1=C(C=C(C=C1F)N1CC(CCC1)(F)F)F)F N-(4-((3S,5R)-3-amino-5-methylpiperidin-1-yl)pyridin-3-yl)-4'-(3,3-difluoropiperidine-1-yl)-2,2',6,6'-tetrafluoro-[1,1'-biphenyl]-3-carboxamide dihydrochloride